(1,1'-biphenyl)-3-carboxylate C1(=CC(=CC=C1)C(=O)[O-])C1=CC=CC=C1